C(=O)O.N1C=NC(=C1)S(=O)(=O)N1CCC2(CC(OC2=O)CCN2CCN(CC2)C2=CC=C(C=C2)C)CC1 8-((1H-imidazol-4-yl)sulfonyl)-3-(2-(4-(p-tolyl)piperazin-1-yl)ethyl)-2-oxa-8-azaspiro[4.5]decan-1-one formate